2-[(2H5)benzyl]-2-azaspiro[3.3]heptan-6-yl (2R,5S)-2,5-dimethyl-4-[5-(trifluoromethyl)pyrazin-2-yl]piperazine-1-carboxylate C[C@H]1N(C[C@@H](N(C1)C1=NC=C(N=C1)C(F)(F)F)C)C(=O)OC1CC2(CN(C2)C(C=2C(=C(C(=CC2)[2H])[2H])[2H])([2H])[2H])C1